9-(9-phenylcarbazol-3-yl)-9-phenylfluorene C1(=CC=CC=C1)N1C2=CC=CC=C2C=2C=C(C=CC12)C1(C2=CC=CC=C2C=2C=CC=CC12)C1=CC=CC=C1